Cl.N1CCC(CC1)CC1=CC=C(C=C1)NC(OCC1=CC=C(C=C1)Cl)=O 4-chlorobenzyl (4-(piperidin-4-ylmethyl)phenyl)carbamate hydrochloride